ClC1=NC=C(C(=C1)NCCC1CCOCC1)[N+](=O)[O-] 2-chloro-5-nitro-N-(2-(tetrahydro-2H-pyran-4-yl)ethyl)pyridin-4-amine